4,4'-biphenyldisulfonic acid C1(=CC=C(C=C1)S(=O)(=O)O)C1=CC=C(C=C1)S(=O)(=O)O